O1CCC(=CC1)C=1C(=C(C=NC1C)C(=O)NC1=CC(=C(C=C1)OC1=CC=NC2=CC(=CN=C12)OC)F)O 5-(3,6-dihydro-2H-pyran-4-yl)-N-[3-fluoro-4-[(7-methoxy-1,5-naphthyridin-4-yl)oxy]phenyl]-4-hydroxy-6-methylpyridine-3-carboxamide